(S)-2-amino-3-(4-(3-methoxypyridin-2-yl)phenyl)propanoic acid N[C@H](C(=O)O)CC1=CC=C(C=C1)C1=NC=CC=C1OC